CS(=O)(=O)OCC1CCN(CC1)S(=O)(=O)C (1-(methylsulfonyl)piperidin-4-yl)methyl methane-sulfonate